C(C)(C)NC(C1=CC(=C(C=C1)NC1=CC(=CC=C1)C(F)(F)F)C=1N=NN(N1)C)=O N-isopropyl-3-(2-methyl-2H-tetrazol-5-yl)-4-((3-(trifluoromethyl)phenyl)amino)benzamide